OC=1C=CC=2C3(C4=CC=C(C=C4OC2C1)O)OC(C1=C3C=CC(=C1)C(=O)NCCCCCCCCNC(CN1N=C(N=N1)C1=C(C=CC=C1)NC1=CC=C(C=C1)C(F)(F)F)=O)=O 3',6'-dihydroxy-3-oxo-N-{8-[2-(5-{2-[4-(trifluoromethyl)anilino]phenyl}-2H-tetrazol-2-yl)acetamido]octyl}-3H-spiro[[2]benzofuran-1,9'-xanthene]-5-carboxamide